NC1=CC(=C(C=C1)COC1=C(C=C(C=C1)C1C=2C(NC(C1)=O)=NNN2)OC)C(F)(F)F (+)-7-(4-{[4-amino-2-(trifluoromethyl)phenyl]methoxy}-3-methoxyphenyl)-2H,4H,5H,6H,7H-[1,2,3]triazolo[4,5-b]pyridin-5-one